C(C=C)(=O)O.C(C=C)(=O)O.C(C=C)(=O)O.C(CC)C(C(CO)(CO)CO)C propyltrimethylolpropane triacrylate